BrC1=CC2=C(N(C(=N2)C)C)C=C1OC 5-bromo-6-methoxy-1,2-dimethyl-1H-benzo[d]imidazole